N-((6-[(4,4-difluoropiperidin-1-yl)methyl]imidazo[1,2-a]pyridin-2-yl)methyl)-4-oxo-4H-pyrido[1,2-a]pyrimidine-2-carboxamide FC1(CCN(CC1)CC=1C=CC=2N(C1)C=C(N2)CNC(=O)C=2N=C1N(C(C2)=O)C=CC=C1)F